C(C)(=O)O[C@H]1[C@H](O[C@H]([C@@H]([C@H]1OC(C)=O)OC(C)=O)OC1=CC=C(C=C1)N1CCN(CC1)CCCOS(=O)(=O)C)COC(C)=O (2R,3S,4S,5R,6S)-2-(acetoxymethyl)-6-(4-(4-(3-((methylsulfonyl)oxy)propyl)piperazin-1-yl)phenoxy)tetrahydro-2H-pyran-3,4,5-triyl triacetate